C(C1=CC=CC=C1)SC=1N=C(N2C1C(=NCC2)C)C2=NC(=NS2)C 1-(Benzylthio)-8-methyl-3-(3-methyl-1,2,4-thiadiazol-5-yl)-5,6-dihydroimidazo[1,5-a]Pyrazine